C(C)(C)[Si](C(C)C)(C(C)C)C#CC1=C2C(SC=C2)=C(C2=C1SC=C2)C#C[Si](C(C)C)(C(C)C)C(C)C 4,8-bis(triisopropylsilylethynyl)benzo[1,2-B:4,5-B']dithiophene